ClC1=C(C=O)C(=C(C=N1)Cl)Cl 2,4,5-trichloronicotinaldehyde